C([O-])([O-])=O.[Ca+2].[Co](Cl)Cl cobalt chloride calcium carbonate